COC1=CC=C(C=C1)C1=C(C2=CC=CC=C2C(=C1)N)N 2-(4-Methoxyphenyl)naphthalene-1,4-diamine